methyl (2E,4E,6E)-7-(4-hydroxy-3,5-dimethoxyphenyl)hepta-2,4,6-trienoate OC1=C(C=C(C=C1OC)/C=C/C=C/C=C/C(=O)OC)OC